COCCOC=1C=C(N)C=CC1N1CCC(CC1)N1CCN(CC1)C 3-(2-methoxyethoxy)-4-(4-(4-methylpiperazin-1-yl)piperidin-1-yl)aniline